FC(COC1=CC(=CN=N1)CN)(F)F [6-(2,2,2-trifluoroethoxy)pyridazin-4-yl]methanamine